ClCC=1C=C(C=CC1)C1OCCC1 2-(3-(Chloromethyl)phenyl)tetrahydrofuran